8-methyl-8-tricyclo[5.2.1.0<2,6>]decylacrylate CC1(C2C3CCCC3C(C1)C2)OC(C=C)=O